FC(C1C(CNC1)C(=O)N[C@H]1CNC[C@H]1F)F 4-(difluoromethyl)-N-[(3S,4R)-4-fluoropyrrolidin-3-yl]pyrrolidin-3-carboxamid